[I-].C(CCCCCCC)[P+]([Si](C)(C)C)(CCCCCCCC)CCCCCCCC trioctyl-(trimethylsilyl)phosphonium iodide